[Ru].C1=CC=CC2=CC3=CC=CC=C3C(=C12)C1=CC(=NC=C1)C1=NC(=CC=C1)C1=NC=CC=C1.C1=CC=CC2=CC3=CC=CC=C3C(=C12)C1=CC(=NC=C1)C1=NC(=CC=C1)C1=NC=CC=C1 bis(4-(9-anthryl)-2,2':6',2''-terpyridyl) ruthenium